CC1NCCNC(CC(NCCNC(C1)(C)C)C)(C)C 5,7,7,12,14,14-hexamethyl-1,4,8,11-tetraazacycloTetradecane